2,2-diethoxy-1,3-dimethyl-1,3-diaza-2-silacyclopentane C(C)O[Si]1(N(CCN1C)C)OCC